CC1=CC=C(C=N1)C=1C=CC=C(C1)O 5-(6-methylpyridin-3-yl)phenol